NC1=CC=C(C=C1)N1CCC2(CCN(CC2)CC2CCN(CC2)C=2C=C3C(=NN(C(C3=CC2)=O)C2C(NC(CC2)=O)=O)F)CC1 3-(6-(4-((9-(4-aminophenyl)-3,9-diazaspiro[5.5]undecan-3-yl)methyl)piperidin-1-yl)-4-fluoro-1-oxophthalazin-2(1H)-yl)piperidine-2,6-dione